FC(C(=O)O)(F)F.C1NCC12CC(C2)=O 2-azaspiro[3.3]heptan-6-one 2,2,2-trifluoroacetate